F[C@@H]1CN(CC[C@@H]1NC1=NC=C(C(=N1)C1=CC(=C(S1)CC(C)(C)O)C(=O)N)C(F)(F)F)S(=O)(=O)C=1N=CN(C1)C 5-(2-(((3R,4S)-3-fluoro-1-((1-methyl-1H-imidazol-4-yl)sulfonyl)piperidin-4-yl)amino)-5-(trifluoromethyl)pyrimidin-4-yl)-2-(2-hydroxy-2-methylpropyl)thiophene-3-carboxamide